6-(Biphenyl-3-yl)-2-(Biphenyl-4-yl)-4-(9-phenyl-[9H]-carbazol-3-yl)-benzoxazole C1(=CC(=CC=C1)C1=CC2=C(N=C(O2)C2=CC=C(C=C2)C2=CC=CC=C2)C(=C1)C=1C=CC=2N(C3=CC=CC=C3C2C1)C1=CC=CC=C1)C1=CC=CC=C1